C(#N)C1(CC1)C(=O)N1CC2(CC2)[C@@H]([C@@H]1CC=1C(=C(C=C(C1)F)C1=CC=CC=C1)F)NS(=O)(=O)CF N-((6S,7S)-5-(1-cyanocyclopropane-1-carbonyl)-6-((2,5-difluoro-[1,1'-biphenyl]-3-yl)methyl)-5-azaspiro[2.4]heptan-7-yl)-1-fluoromethanesulfonamide